2,2,7-trifluoro-4-(prop-2-yn-1-yl)-6-(2,3,4,6-tetrafluoro-5-vinylphenyl)-2H-benzo[b][1,4]oxazin FC1(CN(C2=C(O1)C=C(C(=C2)C2=C(C(=C(C(=C2F)C=C)F)F)F)F)CC#C)F